NC(C)(C)C1=C(C=CC(=N1)NC1=CC2=C(C=N1)SC(=N2)N2N=CC=C2C)N2CCOCC2 6-(2-Aminopropan-2-yl)-N-[2-(5-methyl-1H-pyrazol-1-yl)-[1,3]thiazolo[5,4-c]pyridin-6-yl]-5-(morpholin-4-yl)pyridin-2-amine